1-(2-(2-aminopropoxy)ethoxy)propan-2-amine NC(COCCOCC(C)N)C